(3-(hydroxymethyl)phenyl)carbamic acid tert-butyl ester C(C)(C)(C)OC(NC1=CC(=CC=C1)CO)=O